C(C1=CC=CC=C1)N1C[C@H]([C@@H](C1)C=1C(=NC=CC1)OC)C#N trans-1-benzyl-4-(2-methoxypyridin-3-yl)pyrrolidine-3-carbonitrile